N[C@H](C(=O)O)C1=C(C=CC=C1)Cl (S)-2-amino-(2-chlorophenyl)acetic acid